Methyl 4-O-{3-[4-(pyridin-2-yl)-1H-1,2,3-triazol-1-yl]-3-deoxy-β-D-galactopyranosyl}-2-acetamido-2-deoxy-β-D-glucopyranoside N1=C(C=CC=C1)C=1N=NN(C1)[C@@H]1[C@H]([C@@H](O[C@@H]([C@@H]1O)CO)O[C@H]1[C@@H]([C@H]([C@H](OC)O[C@@H]1CO)NC(C)=O)O)O